1-methyl-9-(1-(piperidin-1-yl)propan-2-yl)-9H-pyrido[3,4-b]indol-7-ol CC1=NC=CC2=C1N(C1=CC(=CC=C21)O)C(CN2CCCCC2)C